trans-1-(6-((2,3-dihydrobenzo[b][1,4]dioxin-5-yl)amino)pyrimidin-4-yl)-4-(3,4-dihydroisoquinolin-2(1H)-yl)piperidin-3-ol O1C2=C(OCC1)C(=CC=C2)NC2=CC(=NC=N2)N2C[C@H]([C@@H](CC2)N2CC1=CC=CC=C1CC2)O